C/C(/C(=O)O)=C\CC[C@@H](C(=O)NC=1C(N(C=CC1)CC(=O)NC1C2CC3CC(CC1C3)C2)=O)NC(=O)C2=CN=NC=C2.C(CCCCCCCCCCCCCCCCCC)(=O)NCC(=O)O N-n-nonadecanoyl-glycine (S,E)-methyl-7-(1-(2-(2-adamantylamino)-2-oxoethyl)-2-oxo-1,2-dihydropyridin-3-ylamino)-7-oxo-6-(pyridazine-4-carboxamido)hept-2-enoate